ClC1=C2N(C(C(=C1)NC1=NC=NC=C1)=O)C1(N(C2=O)C=2C=NC=CC2)CCCCC1 8'-chloro-2'-(pyridin-3-yl)-6'-(pyrimidin-4-ylamino)-2'H-spiro[cyclohexane-1,3'-imidazo[1,5-a]pyridine]-1',5'-dione